tert-butyl 2-(3,5-difluoro-4-(methoxycarbonyl)phenethyl)hydrazine-1-carboxylate FC=1C=C(CCNNC(=O)OC(C)(C)C)C=C(C1C(=O)OC)F